4,4'-bis(benzyloxy)-2-bromo-5-ethyl-2'-fluoro-5'-methyl-1,1'-biphenyl C(C1=CC=CC=C1)OC1=CC(=C(C=C1CC)C1=C(C=C(C(=C1)C)OCC1=CC=CC=C1)F)Br